[C@@H]12CN(C[C@@H]2C1)C1=C(C=C(C=C1)C=1[C@H](NC(NN1)=O)C)C(F)(F)F |o1:13| Rel-(5R)-6-{4-[(1R,5R)-3-azabicyclo[3.1.0]hex-3-yl]-3-(trifluoromethyl)phenyl}-5-methyl-4,5-dihydro-1,2,4-triazin-3(2H)-one